2-(8-chloro-2-methylimidazo[1,2-a]pyridin-6-yl)-7-[1-(propan-2-yl)piperidin-4-yl]-4H-pyrido[1,2-a]pyrimidin-4-one ClC=1C=2N(C=C(C1)C=1N=C3N(C(C1)=O)C=C(C=C3)C3CCN(CC3)C(C)C)C=C(N2)C